1-undecyl-3-ethylpyrrolium methanesulfonate CS(=O)(=O)[O-].C(CCCCCCCCCC)[NH+]1C=C(C=C1)CC